N[C@@H]1[C@@H](OCC12CCN(CC2)C2=NC1=C(C=3N2C=CN3)C(=NN1)C#CC=1C(=C(C#N)C=CC1)F)C 3-((5-((3S,4S)-4-amino-3-methyl-2-oxa-8-azaspiro[4.5]decan-8-yl)-7H-imidazo[1,2-c]pyrazolo[4,3-e]pyrimidin-9-yl)ethynyl)-2-fluorobenzonitrile